3-fluoro-4-hydroxycyclopentane-1-carboxylic acid methyl ester COC(=O)C1CC(C(C1)O)F